5-(4-methyl-1,3-thiazol-5-yl)phenoxyacetic acid CC=1N=CSC1C=1C=CC=C(OCC(=O)O)C1